1-[2-[(4-chlorophenyl)methoxy]-2-(2,4-dichlorophenyl)ethyl]-1H-imidazol ClC1=CC=C(C=C1)COC(CN1C=NC=C1)C1=C(C=C(C=C1)Cl)Cl